N-(5-cyclopropyl-1H-pyrazol-3-yl)-2-(2,6-diazaspiro[3.4]oct-6-yl)pyrimidin-4-amine C1(CC1)C1=CC(=NN1)NC1=NC(=NC=C1)N1CC2(CNC2)CC1